[C@H](C)(CC)[C@H]1C(NC2=C(C=CC=C2N1)F)=O (S)-3-((S)-sec-butyl)-8-fluoro-3,4-dihydroquinoxalin-2(1H)-one